FC1=C(C=CC(=C1)[N+](=O)[O-])C=1CCN(CC1)C1CCC(CC1)CNC(OC(C)(C)C)=O tert-butyl ((4-(4-(2-fluoro-4-nitrophenyl)-3,6-dihydropyridin-1(2H)-yl)cyclohexyl)methyl)carbamate